methyl 3-bromo-1-(3-((tert-butoxycarbonyl)amino)propyl)-1H-pyrazole-5-carboxylate BrC1=NN(C(=C1)C(=O)OC)CCCNC(=O)OC(C)(C)C